1-(4-(2-bromo-3-(methoxymethoxy)-6-methylpyridin-4-yl)-2-methylphenyl)-3-methyl-1,3-dihydro-2H-imidazol-2-one BrC1=NC(=CC(=C1OCOC)C1=CC(=C(C=C1)N1C(N(C=C1)C)=O)C)C